FC=1C(=CC2=C(N(C(N2C=2N=NC(=CC2)C)=O)CCOC)C1)S(=O)(=O)NC1(CC1)CF 6-fluoro-N-[1-(fluoromethyl)cyclopropyl]-1-(2-methoxyethyl)-3-(6-methylpyridazin-3-yl)-2-oxo-benzimidazole-5-sulfonamide